(R)-methyl 1-(2-((2S,5R)-4-(tert-butoxycarbonyl)-5-methyl-2-(((R)-3-methylmorpholino) methyl) piperazin-1-yl) acetyl)-6-(4-fluorobenzyl)-3-methylindoline-3-carboxylate C(C)(C)(C)OC(=O)N1C[C@@H](N(C[C@H]1C)CC(=O)N1C[C@@](C2=CC=C(C=C12)CC1=CC=C(C=C1)F)(C(=O)OC)C)CN1[C@@H](COCC1)C